FC(C(=O)O)(F)F.NC1CCC(CC1)NCC(C1=CC=CC=C1)C=1C=CC(=C(C1)C=1C(=CC=C(C1F)OCCOC)C(=O)NCCOCC(=O)N(C)C)Cl 5'-(2-(((1r,4r)-4-Aminocyclohexyl)amino)-1-phenylethyl)-2'-chloro-N-(2-(2-(dimethylamino)-2-oxoethoxy)ethyl)-6-fluoro-5-(2-methoxyethoxy)-[1,1'-biphenyl]-2-carboxamide trifluoroacetate